(S)-N-(3-(4-(trifluoromethyl)phenoxy)-2,3-dihydro-1H-inden-5-yl)acrylamide FC(C1=CC=C(O[C@H]2CCC3=CC=C(C=C23)NC(C=C)=O)C=C1)(F)F